tert-butyl-[1-(6-hydroxy-7-oxo-1,6-diazabicyclo[3.2.1]oct-3-en-3-yl)]pyrazole-4-carboxamide C(C)(C)(C)C1=NN(C=C1C(=O)N)C=1CN2C(N(C(C1)C2)O)=O